C(C)(C)(C)C1=C(C=CC(=C1)C(CC)(CC)CC)OP(OC1=C(C=C(C=C1)C(CC)(CC)CC)C(C)(C)C)OC1=C(C=C(C=C1)C(CC)(CC)CC)C(C)(C)C tris(2-(tert-butyl)-4-(3-ethylpentan-3-yl)phenyl)phosphite